(terphenylyl)(benzothienopyrimidineyl)indolocarbazole C1(=C(C=CC=C1)C=1C(=C2C(=CC1)N=C1C=CC3=C4C=CC=CC4=NC3=C12)C1=NC2=C(C=N1)SC1=C2C=CC=C1)C=1C(=CC=CC1)C1=CC=CC=C1